C[C@H]1C[C@H](N(CC1)C(=O)N[C@@H](C)\C=C\S(=O)(=O)C)C1=CC=CC=C1 (2S,4r)-4-methyl-N-((S,E)-4-(methylsulfonyl)but-3-en-2-yl)-2-phenylpiperidine-1-carboxamide